N-(5-(3-(7-(3-fluorophenyl)-3H-imidazo[4,5-c]pyridin-2-yl)-1H-indazol-5-yl)pyridin-3-yl)-3-methylbutanamide FC=1C=C(C=CC1)C=1C2=C(C=NC1)NC(=N2)C2=NNC1=CC=C(C=C21)C=2C=C(C=NC2)NC(CC(C)C)=O